Nα-Fmoc-norleucine C(=O)(OCC1C2=CC=CC=C2C2=CC=CC=C12)N[C@@H](CCCC)C(=O)O